4-cyano-N-[4-fluoro-5-(2-morpholin-4-ylpyrimidin-5-yl)-2-[rac-(3R,5S)-3,4,5-trimethylpiperazin-1-yl]phenyl]-6-methoxypyridine-3-carboxamide C(#N)C1=C(C=NC(=C1)OC)C(=O)NC1=C(C=C(C(=C1)C=1C=NC(=NC1)N1CCOCC1)F)N1C[C@H](N([C@H](C1)C)C)C |r|